[8-[1-(3,5-difluoroanilino)ethyl]-2-morpholino-4-oxo-chromen-6-yl]Acetamide FC=1C=C(NC(C)C=2C=C(C=C3C(C=C(OC23)N2CCOCC2)=O)CC(=O)N)C=C(C1)F